COC(CCCCCC/C=C/C=C)OC (3E)-11,11-dimethoxy-1,3-undecadiene